6-(2,3,4,5,6,7-hexahydroindol-3a-yl)-1,3-dimethyl-indazole N=1CCC2(CCCCC12)C1=CC=C2C(=NN(C2=C1)C)C